CC1(CC2(C=3C(=NC=C(C3)C(=O)O)O1)OCCO2)C 2',2'-dimethyl-2',3'-dihydrospiro[[1,3]dioxolane-2,4'-pyrano[2,3-b]pyridine]-6'-carboxylic acid